2-(trifluoromethyl)azetidinium trifluoroacetate FC(C(=O)[O-])(F)F.FC(C1[NH2+]CC1)(F)F